IC=1N(C2=CC=CC(=C2C1)NC1CCN(CC1)C(C(C)C)=O)CC(F)(F)F 1-[4-[[2-iodo-1-(2,2,2-trifluoroethyl)indol-4-yl]amino]-1-piperidyl]-2-methyl-propan-1-one